2-((2-fluoro-4-(trifluoromethyl)phenyl)carbamoyl)-6-(4-(trifluoromethyl)-2-vinylphenyl)cyclohexane-1-carboxylic acid FC1=C(C=CC(=C1)C(F)(F)F)NC(=O)C1C(C(CCC1)C1=C(C=C(C=C1)C(F)(F)F)C=C)C(=O)O